BrC=1N2CC(C(C2=C(C1)[N+]#[C-])O)(C)C 5-Bromo-7-isocyano-2,2-dimethyl-2,3-dihydro-1H-pyrrolizin-1-ol